CNC[C@H](O)C1=CC(O)=C(O)C=C1 |r| racemic-adrenaline